CC1(C(C23CCCC(CC2C1)C3)(C)C)C tetramethyloctahydro-1H-5,8a-methanoazulene